C(C1=CC=CC=C1)OC1=C(C=C(C=C1)C1=C(N=C(S1)C)C)C=CC(=O)N 3-(2-(benzyloxy)-5-(2,4-dimethyl-1,3-thiazol-5-yl)phenyl)prop-2-enamide